4-chloro-3-((6-cyclopropylimidazo[1,2-a]pyridin-2-yl)methyl)-3H-[1,2,3]triazolo[4,5-c]pyridine ClC1=NC=CC2=C1N(N=N2)CC=2N=C1N(C=C(C=C1)C1CC1)C2